C(C)(=O)OCC=NC.[Li] lithium N-methyliminoethyl acetate